FC1=C(C(=CC=C1)C)N1CCC(CC1)NC(C)C=1C(=NN(C1)C)NCC1=NC=CC=C1C(F)(F)F [1-(2-Fluoro-6-methylphenyl)-piperidin-4-yl]-(1-{1-methyl-3-[(3-trifluoromethyl-pyridin-2-ylmethyl)-amino]-1H-pyrazol-4-yl}-ethyl)-amine